BrC(C(=O)C1=CC=C(C=C1)SC)(C)C 2-bromo-2-methyl-1-(4-(methylthio)phenyl)propan-1-one